Benzyl 4-((2-(2,4-dihydroxy-5-isopropylbenzoyl)isoindolin-5-yl)methyl)piperazine-1-carboxylate OC1=C(C(=O)N2CC3=CC=C(C=C3C2)CN2CCN(CC2)C(=O)OCC2=CC=CC=C2)C=C(C(=C1)O)C(C)C